FC1CC(N(C1)C(=O)C1(CC1)C=1OC=NN1)C(=O)NC(C1=CC=CC=C1)C1=CC(=C(C=C1)C(C)C)F 4-fluoro-N-{[3-fluoro-4-(propan-2-yl)phenyl](phenyl)methyl}-1-[1-(1,3,4-oxadiazol-2-yl)cyclopropanecarbonyl]pyrrolidine-2-carboxamide